tert-butyl 3-(4-methoxy-2,4-dioxo-butoxy)azetidine-1-carboxylate COC(CC(COC1CN(C1)C(=O)OC(C)(C)C)=O)=O